trans-3-fluoro-5-[(3S)-2-[4-[[6-(1-methylcyclopropoxy)pyrrolo[3,2-b]pyridin-1-yl]methyl]cyclohexanecarbonyl]isoxazolidin-3-yl]benzonitrile FC=1C=C(C#N)C=C(C1)[C@H]1N(OCC1)C(=O)[C@@H]1CC[C@H](CC1)CN1C=CC2=NC=C(C=C21)OC2(CC2)C